5,8,11-heptadecantriynoic acid C(CCCC#CCC#CCC#CCCCCC)(=O)O